NC1=CC(=C(C=C1)C1=C(C=C(C=C1)N)C)C 4,4'-Diamino-2,2'-dimethyl-1,1'-biphenyl